3-(dimethylsulfamoyl)benzene CN(S(=O)(=O)C=1C=CC=CC1)C